N[C@H]1CN(CC1)C1=C(C=CC(=N1)N1C(C2=CC=CC(=C2C1)C1=C(C=CC=C1OC)F)=O)F 2-(6-((R)-3-aminopyrrolidin-1-yl)-5-fluoropyridin-2-yl)-4-(2-fluoro-6-methoxyphenyl)isoindol-1-one